(2E)-4-(azetidin-1-yl)but-2-enoic acid N1(CCC1)C/C=C/C(=O)O